(18S)-18-[(isopropylamino)methyl]-17-oxa-4,14,21-triazahexacyclo[19.6.1.1^{7,14}.0^{2,6}.0^{8,13}.0^{22,27}]nonacosa-1(28),2(6),7(29),8,10,12,22(27),23,25-nonaene-3,5-dione C(C)(C)NC[C@H]1OCCN2C3=CC=CC=C3C(C=3C(NC(C3C=3C=4C=CC=CC4N(CC1)C3)=O)=O)=C2